({6-[(1,3-benzothiazol-2-yl)amino]-5-Methylpyridazin-3-yl}(methyl)amino)-5-(1-methylazetidin-3-yl)-1,3-thiazole-4-carboxylic acid ethyl ester C(C)OC(=O)C=1N=C(SC1C1CN(C1)C)N(C)C=1N=NC(=C(C1)C)NC=1SC2=C(N1)C=CC=C2